O=C1N(CCC1)C=1C=C(C(=O)N)C=CC1 3-(2-oxopyrrolidin-1-yl)benzamide